CN1CC(C(CC1)N)C 1,3-dimethylpiperidin-4-amine